COC([C@@H](N(C(CCl)=O)CC(=O)NC1=C(C=CC(=C1)Cl)N1N=NC(=C1)Cl)CCOC)=O N-(2-((5-chloro-2-(4-chloro-1H-1,2,3-triazol-1-yl)phenyl)amino)-2-oxoethyl)-N-(2-chloroacetyl)-O-methyl-homoserine methyl ester